N-(4-(2-chloroethoxy)-2,6-dimethylphenyl)-4-(2,5-dichlorophenyl)picolinamide ClCCOC1=CC(=C(C(=C1)C)NC(C1=NC=CC(=C1)C1=C(C=CC(=C1)Cl)Cl)=O)C